N,N'-bis-[3-(p-tert-butylbenzenesulfonyloxy)phenyl]urea C(C)(C)(C)C1=CC=C(C=C1)S(=O)(=O)OC=1C=C(C=CC1)NC(=O)NC1=CC(=CC=C1)OS(=O)(=O)C1=CC=C(C=C1)C(C)(C)C